[Na+].S(=O)(=O)([O-])[O-].OCCN1C=NCC1.[Na+] hydroxyethylimidazoline sulfate sodium salt